(1S,2S)-N-(6-(((6-cyclopropyl-8-(3-methyl-2,4-dioxoimidazolidin-1-yl)imidazo[1,2-a]pyridin-2-yl)methyl)amino)pyrimidin-4-yl)-2-(4-methylpyrimidin-2-yl)cyclopropane-1-carboxamide C1(CC1)C=1C=C(C=2N(C1)C=C(N2)CNC2=CC(=NC=N2)NC(=O)[C@@H]2[C@H](C2)C2=NC=CC(=N2)C)N2C(N(C(C2)=O)C)=O